(2-Methylquinolin-8-yl)benzofuran-2-carboxamide CC1=NC2=C(C=CC=C2C=C1)C1=C(OC2=C1C=CC=C2)C(=O)N